3,4-dihydroxy-3-cyclobutene-1,2-dione dilithium salt [Li].[Li].OC=1C(C(C1O)=O)=O